1-naphthalen-1-yl-ethanone C1(=CC=CC2=CC=CC=C12)C(C)=O